5-oxo-7-(3-methoxyphenyl)-6-(4-dimethylaminobenzyl)-2,4-dioxa-6-aza-heptanyl-N,N-dimethylamine O=C(OCOCN(C)C)N(CC1=CC(=CC=C1)OC)CC1=CC=C(C=C1)N(C)C